3-tetramethylbutylperoxy-2-ethyl-hexanoate CC(C(OOC(C(C(=O)[O-])CC)CCC)(C)C)(CC)C